2-(3,5-Di-tert-butylphenyl)-8-(4-(2,2-dimethylpropyl-1,1-d2)-5-(methyl-d3)pyridin-2-yl)benzofuro[2,3-b]pyridine C(C)(C)(C)C=1C=C(C=C(C1)C(C)(C)C)C1=CC=C2C(=N1)OC1=C2C=CC=C1C1=NC=C(C(=C1)C(C(C)(C)C)([2H])[2H])C([2H])([2H])[2H]